2-hydroxy-3-carboxy-1,4-naphthoquinone OC=1C(C2=CC=CC=C2C(C1C(=O)O)=O)=O